ClC1=CC=2NC(=CC2S1)C(=O)N(C)[C@H]1COCC=2NC(C=3C=C(C=CC3C21)F)=O |r| Racemic-2-chloro-N-(8-fluoro-6-oxo-1,4,5,6-tetrahydro-2H-pyrano[3,4-c]isoquinolin-1-yl)-N-methyl-4H-thieno[3,2-b]pyrrole-5-carboxamide